N1=NN(C2=NC=CC=C21)OC2=NC(=CC(=N2)NC2CCN(CC2)C(C)=O)C(=O)N2C[C@H]([C@@H](CC2)N2CC1=CC=CC=C1CC2)O 1-(4-((2-((3H-[1,2,3]triazolo[4,5-b]pyridin-3-yl)oxy)-6-(trans-4-(3,4-dihydroisoquinolin-2(1H)-yl)-3-hydroxypiperidine-1-carbonyl)pyrimidin-4-yl)amino)piperidin-1-yl)ethan-1-one